FC=1C=C(C=C(C1)O)B(O)O 3-FLUORO-5-HYDROXYPHENYLBORONIC ACID